5-[(1S,4R,5R)-5-{[5-cyclopropyl-3-(2,6-dichlorophenyl)-1,2-oxazol-4-yl]methoxy}-3-oxo-2-azabicyclo[2.2.1]heptan-2-yl]-3-fluoropyridine-2-carboxylic acid C1(CC1)C1=C(C(=NO1)C1=C(C=CC=C1Cl)Cl)CO[C@H]1[C@@H]2C(N([C@H](C1)C2)C=2C=C(C(=NC2)C(=O)O)F)=O